tert-butyl rac-(1R,2S,3R,5S)-2-amino-3-hydroxy-8-azabicyclo[3.2.1]octane-8-carboxylate N[C@H]1[C@H]2CC[C@@H](C[C@H]1O)N2C(=O)OC(C)(C)C |r|